1-[bis(dimethyl-amino)methylene]-1H-1,2,3-triazolo[4,5-b]pyridinium 3-oxide CN(C)C(=[N+]1N=[N+](C2=NC=CC=C21)[O-])N(C)C